(1R,3S,4R)-N-[(1R)-1-cyano-2-[(3S)-2-oxo-3-piperidyl]ethyl]-5,5-difluoro-2-(4,6,7-trifluoro-1H-indole-2-carbonyl)-2-azabicyclo[2.2.2]octane-3-carboxamide C(#N)[C@@H](C[C@H]1C(NCCC1)=O)NC(=O)[C@H]1N([C@H]2CC([C@@H]1CC2)(F)F)C(=O)C=2NC1=C(C(=CC(=C1C2)F)F)F